C1=CC=CC=2C3=CC=CC=C3C(C12)COC(=O)N[C@H](CN(CC(=O)O)S(=O)(=O)CC1=CC=CC=C1)CC(C)C (S)-N-(2-((((9H-fluoren-9-yl)methoxy)carbonyl)amino)-4-methylpentyl)-N-(benzylsulfonyl)glycine